3-chloro-N-((4-chloro-2-methyl-6-(methylcarbamoyl)phenyl)thiocarbamoyl)-5-(trifluoromethyl)picolinamide methyl-cis-8,11,14-eicostrienoate COC(CCCCCC\C=C/CC=CCC=CCCCCC)=O.ClC=1C(=NC=C(C1)C(F)(F)F)C(=O)NC(NC1=C(C=C(C=C1C(NC)=O)Cl)C)=S